(4-(6-(5,6-Dimethoxypyridin-3-yl)-4-methylquinazolin-8-yl)phenyl)-2-dimethylaminoacetamide COC=1C=C(C=NC1OC)C=1C=C2C(=NC=NC2=C(C1)C1=CC=C(C=C1)C(C(=O)N)N(C)C)C